COC=1C=C2C(=CN=NC2=CC1OC)N1CC(C1)CCN 2-(1-(6,7-dimethoxycinnoline-4-yl)azetidin-3-yl)ethanamine